6-methyltetrahydro-2H-pyran-3,4,5-triol CC1C(C(C(CO1)O)O)O